C1(CC1)CNC=1N=CC2=C(N(C(C=3C=C(C=CC23)CN2CCN(CC2)C2=CC=NC=C2)=O)C2CCC(CC2)(C)O)N1 trans-3-((Cyclopropylmethyl)amino)-5-(4-hydroxy-4-methylcyclohexyl)-8-((4-(pyridin-4-yl)piperazin-1-yl)methyl)pyrimido[4,5-c]isoquinolin-6(5H)-one